C(C)N(C(=O)C1=C(C=CC(=C1)F)C=1C=2N(C=C(C1)C1CN(CC1)CC1(CCC(CC1)NC(OC(C)(C)C)=O)F)C(=NC2)C)C(C)C Tert-butyl N-(4-{[3-(8-{2-[ethyl(isopropyl)carbamoyl]-4-fluorophenyl}-3-methylimidazo[1,5-a]pyridin-6-yl)pyrrolidin-1-yl]methyl}-4-fluorocyclohexyl)carbamate